N-(9-fluorenylmethylcarbonyloxy)succinimide C1=CC=CC=2C3=CC=CC=C3C(C12)CC(=O)ON1C(CCC1=O)=O